C(C)(C)NCC(COC1=CC=C(C2=CC=CC=C12)O)O 1-isopropylamino-3-(4-hydroxy-1-naphthyloxy)-2-propanol